NC=1N=CC2=C(N1)N(C(C(=C2)N2CCN(C1=C(C=CC=C21)C)C(C=C)=O)=O)C2=CC=C(C=C2)OCCN(C)C 2-amino-8-[4-[2-(dimethylamino)ethoxy]phenyl]-6-(5-methyl-4-prop-2-enoyl-2,3-dihydroquinoxalin-1-yl)pyrido[2,3-d]pyrimidin-7-one